CC1=C(C=NC=2OCCNC21)C=2C=C1/C(/C(NC1=CC2)=O)=C/C2=CC(=CN2)C#N (Z)-5-((5-(8-methyl-2,3-dihydro-1H-pyrido[2,3-b][1,4]oxazin-7-yl)-2-oxoindolin-3-ylidene)methyl)-1H-pyrrole-3-carbonitrile